1,3-bis-(hydroxymethyl)-5,5-dimethylimidazolidinone OCN1C(N(CC1(C)C)CO)=O